disodium citrate disodium [Na+].[Na+].C(CC(O)(C(=O)[O-])CC(=O)[O-])(=O)[O-].[Na+].[Na+]